trans-trans-farnesyl Bromide C(C=C(C)CCC=C(C)CCC=C(C)C)Br